N1C(=O)NC(=O)C1CCC(=O)[O-] hydantoin-5-propionate